1-(3-aminophenyl)-3a-hydroxy-1H,2H,3H,3aH,4H-pyrrolo[2,3-b]1,7-naphthyridin-4-one NC=1C=C(C=CC1)N1CCC2(C1=NC1=CN=CC=C1C2=O)O